FC1=C(C=CC=C1F)C(C(=O)N)O 2-(2,3-difluorophenyl)-2-hydroxyacetamide